COC1=C(C=CC=C1[N+](=O)[O-])C1=NN(C=N1)CCC(=O)OC(C)(C)C tert-Butyl 3-(3-(2-methoxy-3-nitrophenyl)-1H-1,2,4-triazol-1-yl)propanoate